N-(4-tert-butylphenyl)dibenzo[B,d]thiophene-4-amine C(C)(C)(C)C1=CC=C(C=C1)NC1=CC=CC2=C1SC1=C2C=CC=C1